[Hf].CC1=C(C(=C(C1(CC1(C(=CC=2C1=CC=1CCCCC1C2)C)CC(C)(C)C)C)C)C)C Pentamethylcyclopentadienyl-dimethyl-(1-neopentyl-5,6,7,8-tetrahydro-1H-cyclopenta[b]naphthalene) hafnium